C(C1=CC=CC=C1)N1CCCN(CCN(CCC1)CC=1C(=C(C(=O)N)C=C(C1)C)O)CC=1C(=C(C(=O)N)C=C(C1)C)O 3'-[(8-benzyl-1,4,8-triazacycloundecane-1,4-diyl)bis(methylene)]bis(2-hydroxy-5-methylbenzamide)